(3-chloro-4-fluorobenzyl)urea ClC=1C=C(CNC(=O)N)C=CC1F